FC1(OC2=C(O1)C=CC(=C2)N(C(=O)C=2C=C(C=CC2)N2N=C(C=1CCCC(C21)OC2=NC=CC=C2)C(F)(F)F)C)F 2-[[1-[3-[(2,2-Difluoro-1,3-benzodioxol-5-yl)-methyl-carbamoyl]phenyl]-3-(trifluoromethyl)-4,5,6,7-tetrahydroindazol-7-yl]oxy]pyridin